OC=1C=C2C=3C=CC=C(C3C(=CC2=C2C=CC=CC12)O)OCC 6,12-dihydroxyethoxychrysene